The molecule is a carotenol having the structure of 1,2-dihydro-psi,psi-carotene with a hydroxy function at C-1. It has a role as a bacterial metabolite. It is a carotenol and a tertiary alcohol. CC(=CCC/C(=C/C=C/C(=C/C=C/C(=C/C=C/C=C(\\C)/C=C/C=C(\\C)/C=C/C=C(\\C)/CCCC(C)(C)O)/C)/C)/C)C